4-(5-cyano-2-methoxyphenyl)-N-(5-(5-(difluoromethyl)picolinoyl)-5,6-dihydro-4H-pyrrolo[3,4-d]thiazol-2-yl)-6-methylnicotinamide C(#N)C=1C=CC(=C(C1)C1=CC(=NC=C1C(=O)NC=1SC2=C(N1)CN(C2)C(C2=NC=C(C=C2)C(F)F)=O)C)OC